C(#N)C1=C(SC2=C1C(=NC=C2F)C=2C1=C(C=3C=NC(=NC3C2F)N2C[C@H]([C@@H](C2)NC(C)C)O)COC1)NC(OC(C)(C)C)=O tert-Butyl (3-cyano-7-fluoro-4-(5-fluoro-3-((3R,4R)-3-hydroxy-4-(isopropylamino)pyrrolidin-1-yl)-7,9-dihydrofuro[3,4-f]quinazolin-6-yl)thieno[3,2-c]pyridin-2-yl)carbamate